N,N'-bis(1-naphthyl)-N''-cyanoguanidin C1(=CC=CC2=CC=CC=C12)NC(=NC#N)NC1=CC=CC2=CC=CC=C12